NC=1C2=C(N=CN1)N(C(=C2C2=CC(=C(C=C2)N=S2(CCCCC2)=O)F)C2=CC=C(C=C2)N(C(C(=C)C)=O)C)C N-(4-(4-amino-5-(3-fluoro-4-((1-oxotetrahydro-2H-1λ6-thiopyran-1-ylidene)amino)phenyl)-7-methyl-7H-pyrrolo[2,3-d]pyrimidin-6-yl)phenyl)-N-methylmethacrylamide